(4-(tert-butyl)phenyl)(bromofluoromethyl)sulfane C(C)(C)(C)C1=CC=C(C=C1)SC(F)Br